FC(S(=O)(=O)[O-])(F)F.C(C)N1C(N(C=2N=CN(C2C1=O)CCOC(=O)C=1C=[NH+]C=CC1)CC)=O 3-((2-(1,3-diethyl-2,6-dioxo-1,2,3,6-tetrahydro-7H-purin-7-yl)ethoxy)carbonyl)pyridin-1-ium Trifluoromethanesulfonate